4-(4-(trifluoromethyl)phenyl)-2-methylpyridine FC(C1=CC=C(C=C1)C1=CC(=NC=C1)C)(F)F